(2-chloro-5-fluorophenyl)(4,6-dibromo-1H-benzo[d]imidazol-5-yl)methanone ClC1=C(C=C(C=C1)F)C(=O)C1=C(C2=C(NC=N2)C=C1Br)Br